methyl-1,4-dithia-6-azaspiro[4.4]nonane CC1SC2(SC1)NCCC2